azino-bis-(3-ethylbenzothiazoline-6-sulfonate) N(N=S1CN(C2=C1C=C(C=C2)S(=O)(=O)[O-])CC)=S2CN(C1=C2C=C(C=C1)S(=O)(=O)[O-])CC